CNC(=O)C1=NC=CC=C1 N-Methylpyridinamide